O1C2=C(OCC1)C=C(C=C2)C2=NC(=NC=C2)N2CCNCC2 4-(2,3-Dihydrobenzo[b][1,4]dioxin-6-yl)-2-(piperazin-1-yl)pyrimidine